Methyl 2-{[(1R)-1-Phenylethyl]carbamoyl}2-{4-propyl[1,1-biphenyl]-4-yl}acetate C1(=CC=CC=C1)[C@@H](C)NC(=O)C(C(=O)OC)C1(CC=C(C=C1)C1=CC=CC=C1)CCC